CC=1C=CC=2N(C3=CC=C(C=C3C2C1)C)C1=CC=C(C=C1)C1=C(C(=C(C(=C1C1=CC=C(C=C1)N1C2=CC=C(C=C2C=2C=C(C=CC12)C)C)C1=CC=C(C=C1)N1C2=CC=C(C=C2C=2C=C(C=CC12)C)C)C1=CC=NC=C1)C#N)C1=CC=C(C=C1)N1C2=CC=C(C=C2C=2C=C(C=CC12)C)C 4,4''-bis(3,6-dimethyl-9H-carbazol-9-yl)-5',6'-bis(4-(3,6-dimethyl-9H-carbazol-9-yl)phenyl)-4'-(pyridin-4-yl)-[1,1':2',1''-terphenyl]-3'-carbonitrile